[Si](C1=CC=CC=C1)(C1=CC=CC=C1)(C(C)(C)C)OC[C@@H]1N(C[C@@H](C1)O)C(=O)OC(C)(C)C tert-butyl (2R,4R)-2-(((tert-butyldiphenylsilyl)oxy)methyl)-4-hydroxypyrrolidine-1-carboxylate